1-(6-bromo-3-morpholinopyridin-2-yl)-N,N-dimethylmethanamine BrC1=CC=C(C(=N1)CN(C)C)N1CCOCC1